S1C=CC2=C1C=CC(=C2)CN2C(N(C=1N=C(N(C1C2=O)C)N[C@@H](C)CCO)C)=O 1-(1-benzothiophen-5-ylmethyl)-8-{[(2S)-4-hydroxybutan-2-yl]amino}-3,7-dimethyl-2,3,6,7-tetrahydro-1H-purine-2,6-dione